C1(CC1)C1=C(C=CC(=C1)OC)C=1N(C(C2=C(N1)SC1=C2C=CC=C1O)=O)CC1=C(N=CO1)F 2-(2-cyclopropyl-4-methoxyphenyl)-3-((4-fluorooxazol-5-yl)methyl)-8-hydroxybenzo[4,5]thieno[2,3-d]pyrimidin-4(3H)-one